1-cyclopropyl-N-(3'-(1,1-dioxido-4-oxo-1,2,5-thiadiazolidin-2-yl)-2'-fluoro-4'-hydroxy-[1,1'-biphenyl]-4-yl)methanesulfonamide C1(CC1)CS(=O)(=O)NC1=CC=C(C=C1)C1=C(C(=C(C=C1)O)N1S(NC(C1)=O)(=O)=O)F